[Fe].CS=C(NN=CC=1C(O)=CC=C(C1)Br)N 5-bromosalicylaldehyde-S-methyl thiosemicarbazone iron